(5-(3-(3,4-difluoro-2-methoxyphenyl)-5-methyl-5-(trifluoromethyl)tetrahydrothiophene-2-carboxamido)-2-(methylthio)phenyl)boric acid FC=1C(=C(C=CC1F)C1C(SC(C1)(C(F)(F)F)C)C(=O)NC=1C=CC(=C(C1)OB(O)O)SC)OC